C(C)(C)(C)C1=CC=C(C=C1)C=1NC=NN1 5-(4-t-butylphenyl)-4H-1,2,4-triazole